COC(CCC1=CC=C(C=C1)NCC1=CC(=C(C=C1)C1=CC(=NO1)NC(=O)O[C@H](C)C1=CC=CC=C1)C)=O 4-[3-Methyl-4-((R-1-phenyl-ethoxycarbonylamino)-isoxazol-5-yl)-benzylamino]-3-phenyl-propionic Acid Methyl Ester